C(C)(C)(C)SSC[C@H](C(=O)O)NC (S)-3-(tert-butyldithio)-2-(methylamino)propionic acid